FC1(CC(C1)(C)CN1N=C(C(=C1C(=O)OCC)C(F)(F)F)[C@H]1[C@@H](C1)C)F Ethyl 1-((3,3-difluoro-1-methylcyclobutyl)methyl)-3-((trans)-2-methylcyclopropyl)-4-(trifluoromethyl)-1H-pyrazole-5-carboxylate